C[C@@H]1N(CCC1)C(=O)C=1N=C(SC1)C(=O)NC1CN(C1)S(=O)(=O)C 4-[(2S)-2-methylpyrrolidine-1-carbonyl]-N-(1-methanesulfonylazetidin-3-yl)thiazole-2-carboxamide